3-(1-methylallyloxy)-2-((1-methylallyloxy)methyl)propanol CC(C=C)OCC(CO)COC(C=C)C